FC1=C(CNC2=CC=C(C=C2)C)C(=CC=C1)F (2,6-difluorobenzyl)-4-methylaniline